ClC=1C=C2C=NN(C2=C(C1)C(=O)O)CC1=CN=C(O1)C1=CC=CC=C1 5-chloro-1-((2-phenyloxazol-5-yl)methyl)-1H-Indazole-7-carboxylic acid